5-[(2,5-dichloro-pyrimidin-4-yl)amino]-3-(3-hydroxy-3-methyl-butyl)-1-methyl-benzimidazol-2-one ClC1=NC=C(C(=N1)NC1=CC2=C(N(C(N2CCC(C)(C)O)=O)C)C=C1)Cl